C(C)(C)(C)S(=O)(=O)C=1C=C(C=CC1)C1=NNC(=C1O)C 3-(3-(tert-butylsulfonyl)phenyl)-5-methyl-pyrazol-4-ol